N1C=C(C2=CC=CC=C12)CCC(=O)NC1=CC=CC=C1 3-(1H-indol-3-yl)-N-phenylpropionamide